9-(3,3-dimethyl-butyl)-4-ethyl-1-oxa-4,9-diazaspiro[5.5]undecan-3-one CC(CCN1CCC2(CN(C(CO2)=O)CC)CC1)(C)C